FC1=C(C(=CC=C1F)OC)C1=NC=CC2=C1CN(C2=O)C2=NC(=CC(=C2)C)N2CCNCC2 4-(2,3-difluoro-6-methoxyphenyl)-2-(4-methyl-6-(piperazin-1-yl)pyridin-2-yl)-2,3-dihydro-1H-pyrrolo[3,4-c]pyridin-1-one